5-(1-ethylpiperidin-4-yl)-2-(5-(8-methyl-[1,2,4]triazolo[1,5-a]pyridin-6-yl)-4-(2,2,2-trifluoroethyl)-1H-pyrazol-3-yl)thiazole C(C)N1CCC(CC1)C1=CN=C(S1)C1=NNC(=C1CC(F)(F)F)C=1C=C(C=2N(C1)N=CN2)C